[2-({3-chloro-5-fluoro-6-[3-methyl-2,6-dioxo-4-(trifluoromethyl)-3,6-dihydropyrimidin-1(2H)-yl]pyridin-2-yl}oxy)phenoxy]acetic acid ClC=1C(=NC(=C(C1)F)N1C(N(C(=CC1=O)C(F)(F)F)C)=O)OC1=C(OCC(=O)O)C=CC=C1